7-(methylthio)pyrimido[4,5-d]pyrimidine-2,4-diol CSC1=NC=C2C(=N1)N=C(N=C2O)O